2-(4-amino-5-(2-methylpyrimidin-5-yl)-7H-pyrrolo[2,3-d]pyrimidin-7-yl)acetic acid NC=1C2=C(N=CN1)N(C=C2C=2C=NC(=NC2)C)CC(=O)O